(S)-(3-(4-(5-methyl-1,2,4-oxadiazol-3-yl)phenoxy)pyrrolidin-1-yl)(1-methyl-1H-indazol-3-yl)methanone CC1=NC(=NO1)C1=CC=C(O[C@@H]2CN(CC2)C(=O)C2=NN(C3=CC=CC=C23)C)C=C1